CC1=C2C=CCC(C2=CC=C1)(C)C The molecule is an ortho-fused bicyclic hydrocarbon that is 1,2-dihydronaphthalene substituted by methyl groups at positions 1, 1 and 5 respectively. It has a role as a metabolite. It is an ortho-fused bicyclic hydrocarbon and a member of dihydronaphthalenes. It derives from a hydride of a 1,2-dihydronaphthalene.